N-(2-hydroxybenzyl)-1-(2,5-dimethoxy-4-chlorophenyl)-2-aminoethane OC1=C(CNCCC2=C(C=C(C(=C2)OC)Cl)OC)C=CC=C1